NC=1C=2N(C=CN1)C(=NC2C2=CC=C(C(=O)NC1=NC=CC=C1)C=C2)[C@H]2NCCC2 4-{8-Amino-3-[(2S)-2-pyrrolidinyl]-imidazo[1,5-a]-pyrazin-1-yl}-N-(2-pyridinyl)-benzamide